NC=1C2=C(N=CN1)N(C(=C2C2=CC=C(C=C2)S(NC2CCCC2)(=O)=N)C2=CC=C(C=C2)NC(C(=C)C)=O)C N-(4-(4-amino-5-(4-(N-cyclopentyl-sulfamimidoyl)phenyl)-7-methyl-7H-pyrrolo[2,3-d]pyrimidin-6-yl)phenyl)methacrylamide